COC1=C(OCC2=NC=C(N=C2)C)C=CC(=C1)[N+](=O)[O-] (2-methoxy-4-nitrophenoxy)methyl-5-methylpyrazine